CC1=CC(=CC2=C1N=CO2)B2OC(C(O2)(C)C)(C)C 4-methyl-6-(4,4,5,5-tetramethyl-1,3,2-dioxaborolan-2-yl)benzo[d]oxazole